tris(2,4-di-tert.-butyl phenyl) phosphite P(OC1=C(C=C(C=C1)C(C)(C)C)C(C)(C)C)(OC1=C(C=C(C=C1)C(C)(C)C)C(C)(C)C)OC1=C(C=C(C=C1)C(C)(C)C)C(C)(C)C